(rac)-(2s,4s)-2-(6-cyclobutyl-2-azaspiro[3.4]octane-2-carbonyl)-7-oxa-5-azaspiro[3.4]octane-6-one C1(CCC1)[C@H]1CC2(CN(C2)C(=O)C2CC3(C2)NC(OC3)=O)CC1 |r|